1-[3-(1-hydroxyethyl)-6-[5-(2-morpholinoethoxy)benzimidazol-1-yl]-2-pyridyl]-5-methyl-pyrazole-3-carbonitrile OC(C)C=1C(=NC(=CC1)N1C=NC2=C1C=CC(=C2)OCCN2CCOCC2)N2N=C(C=C2C)C#N